6-((1-(cis-8-oxabicyclo[3.2.1]octan-3-yl)-2-oxo-1,2-dihydropyridin-3-yl)amino)-N-((1R,5S,7R)-2-oxabicyclo[3.2.0]heptan-7-yl)-8-(methylamino)imidazo[1,2-b]pyridazine-3-carboxamide C12CC(CC(CC1)O2)N2C(C(=CC=C2)NC=2C=C(C=1N(N2)C(=CN1)C(=O)N[C@@H]1C[C@H]2CCO[C@@H]12)NC)=O